C(C)(=O)OC1C(OC(C1F)[C@H](C(F)(F)F)OC(C)=O)N1C2=NC(=NC(=C2N(C1=O)CC(F)(F)F)Cl)N 5-((R)-1-Acetoxy-2,2,2-trifluoroethyl)-2-(2-amino-6-chloro-8-oxo-7-(2,2,2-trifluoroethyl)-7,8-dihydro-9H-purin-9-yl)-4-fluorotetrahydrofuran-3-yl acetate